O=C1NC(CCC1C1=C(C=C(C=C1)N1CCN(CC1)CC1CCC(CC1)N1N=C2C=C(C(=CC2=C1)C(=O)NC1=CN=C2N1N=CC=C2)OC)OC)=O 2-((1r,4r)-4-((4-(4-(2,6-Dioxopiperidin-3-yl)-3-methoxyphenyl)piperazin-1-yl)methyl)cyclohexyl)-N-(imidazo[1,2-b]pyridazin-3-yl)-6-methoxy-2H-indazole-5-carboxamide